CC1=NN(C(=C1B1OC(C(O1)(C)C)(C)C)C)COCC[Si](C)(C)C 3,5-dimethyl-4-(4,4,5,5-tetramethyl-1,3,2-dioxaborolan-2-yl)-1-((2-(trimethylsilyl)ethoxy)methyl)-1H-pyrazole